5-(4-Isopropylphenyl)-3-hydroxypyridine C(C)(C)C1=CC=C(C=C1)C=1C=C(C=NC1)O